ClC1=CC=C(NC2=CC=C(C=C2)Cl)C=C1 4-chloro-N-(4-chlorophenyl)aniline